ClC1=C2C(=CC=NC2=CC(=C1)[N+](=O)[O-])C(F)(F)F 5-chloro-7-nitro-4-(trifluoromethyl)-quinolin